BrC=1C=C2C=C(C=C(C2=CC1)O)CBr 6-bromo-3-(bromomethyl)naphthalen-1-ol